4-(2,3-Dihydro-benzofuran-5-yl)-5-(pyridin-4-yl)-1H-imidazol-2-amine O1CCC2=C1C=CC(=C2)C=2N=C(NC2C2=CC=NC=C2)N